C(=O)(O)[C@@H](CC=1C=C(C=CC1)N1C(N(C2=C1C=CC=C2)C=2C=C(C=CC2)C[C@H](C(=O)O)[C@@H]2CNCC2)=O)[C@@H]2CNCC2 (2S)-3-[3-[3-[3-[(2S)-2-Carboxy-2-[(3R)-pyrrolidin-3-yl]ethyl]phenyl]-2-oxo-benzimidazol-1-yl]phenyl]-2-[(3R)-pyrrolidin-3-yl]propanoic acid